1,2-bis(chloromethoxy)ethane ClCOCCOCCl